BrC1=C(C=CC=C1)S bromobenzenethiol